P(O)(N)OC[C@@]1([C@H]([C@H]([C@@H](O1)N1C(=S)NC(=O)C=C1)O)O)C(F)(F)F C4'-trifluoromethylthiouridine phosphoramidite